(R)-5-(4-((2-(4,5-dimethyl-1H-imidazol-1-yl)pyrimidin-5-yl)methyl)piperazin-2-yl)-4-methylisobenzofuran-1(3H)-one CC=1N=CN(C1C)C1=NC=C(C=N1)CN1C[C@H](NCC1)C=1C(=C2COC(C2=CC1)=O)C